2,4-diallylphenol C(C=C)C1=C(C=CC(=C1)CC=C)O